3-((4-(2-amino-7H-pyrrolo[2,3-d]pyrimidin-7-yl)pyridin-2-yl)ethynyl)-3-hydroxy-1-methylpyrrolidin-2-one NC=1N=CC2=C(N1)N(C=C2)C2=CC(=NC=C2)C#CC2(C(N(CC2)C)=O)O